tridecadiene-1-ol acetate C(C)(=O)OC=CC=CCCCCCCCCC